(4R)-4-(1-hydroxy-1-methyl-ethyl)-2,2-dimethyl-oxazolidine-3-carboxylic acid tert-butyl ester C(C)(C)(C)OC(=O)N1C(OC[C@@H]1C(C)(C)O)(C)C